(1R,3S)-3-(3-{[(1,3-dimethyl-1H-pyrazol-5-yl)acetyl]amino}-1H-pyrazol-5-yl)cyclopentyl (2S)-butan-2-ylcarbamate C[C@@H](CC)NC(O[C@H]1C[C@H](CC1)C1=CC(=NN1)NC(CC1=CC(=NN1C)C)=O)=O